(S)-N-(5-(2-(1-ethylpyrrolidin-2-yl)acetamido)-2-methylphenyl)-6-(1-methyl-1H-pyrazol-4-yl)pyrazolo[1,5-a]pyrazine-3-carboxamide C(C)N1[C@@H](CCC1)CC(=O)NC=1C=CC(=C(C1)NC(=O)C=1C=NN2C1C=NC(=C2)C=2C=NN(C2)C)C